C(C)(=O)CC(=O)[O-].C(C)(=O)[O-].[Ce+2] cerium acetate acetyl-acetate